O1CCC(=CC1)C1=CC=2C(OCC3=CC=C(C=C3C3=C(C=C(C(NS(C(=C1O)C2)(=O)=O)=C3)F)F)F)=O 13-(3,6-dihydro-2H-pyran-4-yl)-4,19,21-trifluoro-14-hydroxy-16,16-dioxo-9-oxa-16λ6-thia-17-azatetracyclo[16.3.1.111,15.02,7]tricosa-1(21),2,4,6,11(23),12,14,18(22),19-nonaen-10-one